CN1N=C2N=CC(=CC2=C1)C1=CC=C2C(=N1)SC(=C2)C2(COCC2)O 3-(6-(2-methyl-2H-pyrazolo[3,4-b]pyridin-5-yl)thieno[2,3-b]pyridin-2-yl)tetrahydro-3-furanol